(R)-3-(3'-(3-(3-hydroxypyrrolidin-1-yl)propoxy)-2,2'-dimethyl-[1,1'-biphenyl]-3-ylsulfonylamino)propionic acid O[C@H]1CN(CC1)CCCOC=1C(=C(C=CC1)C1=C(C(=CC=C1)S(=O)(=O)NCCC(=O)O)C)C